5-nitroisophthalaldehyde thiosemicarbazone [N+](=O)([O-])C=1C=C(C=C(C=NNC(=S)N)C1)C=O